[(1R,2S,4E,8Z,10S)-8-(hydroxymethyl)-4-methyl-13-methylidene-12-oxo-11-oxabicyclo[8.3.0]trideca-4,8-dien-2-yl] (3S)-3,4-dihydroxy-2-methylidene-butanoate O[C@@H](C(C(=O)O[C@@H]1[C@H]2C(C(O[C@H]2\C=C(\CC/C=C(/C1)\C)/CO)=O)=C)=C)CO